Ethyl 2-[2-[2-[2-(4-nitropyrazol-1-yl)ethoxy]ethoxy]ethoxy]acetate [N+](=O)([O-])C=1C=NN(C1)CCOCCOCCOCC(=O)OCC